2,6-dichloro-3-((3R)-9-(1-(4-(difluoromethoxy)phenyl)ethyl)-3-methyl-10-oxo-1,2,3,4,7,8,9,10-octahydropyrido[4',3':3,4]pyrazolo[1,5-a]pyrazine-2-carbonyl)benzonitrile ClC1=C(C#N)C(=CC=C1C(=O)N1CC=2C(=NN3C2C(N(CC3)C(C)C3=CC=C(C=C3)OC(F)F)=O)C[C@H]1C)Cl